FC(C1=NC2=C(N1C1=NC(=NC(=N1)N1CCOCC1)NC(CC1=CC(=CC=C1)F)(C)C)C=CC=C2)F 4-(2-(difluoromethyl)-1H-benzo[d]imidazol-1-yl)-N-(1-(3-fluorophenyl)-2-methylpropan-2-yl)-6-morpholino-1,3,5-triazin-2-amine